2,4,4,7-Tetramethyl-oct-6-en-3-on CC(C)C(C(CC=C(C)C)(C)C)=O